CN1[C@H]2CC(C[C@@H]1CC2)C=O (1R,3S,5S)-8-METHYL-8-AZABICYCLO[3.2.1]OCTANE-3-CARBALDEHYDE